CC1(NC(NC=C1)=O)N 4-methyl-cytosine